COC=C(C)C1=CC=C(C=C1)C(C(=O)O)C [4-(1-methoxyprop-1-en-2-yl)phenyl]propanoic acid